OC1=CC=C(C=C1)C1=NC2=CC=CC=C2C(N1)=O 2-(4-hydroxyphenyl)-4[3H]quinazolinone